N-[(6-chloropyridine-3-yl)methyl]pyridine-2-amine ClC1=CC=C(C=N1)CNC1=NC=CC=C1